((tert-Butyldimethylsilanyloxy)methyl)-6-chloropyridazine [Si](C)(C)(C(C)(C)C)OCC=1N=NC(=CC1)Cl